C(#N)COC1=C(C(=C(C=C1)C1=CN=C(N1C)C(=O)NC1=CC(=C(C=C1)C(NCCNC(=O)[C@@H]1NC[C@@](C1)(O)CC)=O)C)F)F 5-[4-(cyanomethoxy)-2,3-difluoro-phenyl]-N-[4-[2-[[(2R,4R)-4-ethyl-4-hydroxy-pyrrolidine-2-carbonyl]amino]ethylcarbamoyl]-3-methyl-phenyl]-1-methylimidazole-2-carboxamide